N-(2-methylbutyl)amid CC(C[NH-])CC